OC=1C=C(C=CC1)N1CCN(CC1)C(\C=C\C1=CC=CC=C1)=O (E)-1-(4-(3-hydroxyphenyl)piperazinyl)-3-phenyl-2-propen-1-one